FC1=C(C(=CC=C1)F)C1=NC(=CC2=C1C(=NO2)N2C(N1[C@H](CC2)C([C@@H](C1)NS(=O)(=O)C1CC1)(F)F)=O)C N-{(4aR,6R)-2-[4-(2,6-difluorophenyl)-6-methyl[1,2]oxazolo[4,5-c]pyridin-3-yl]-5,5-difluoro-1-oxooctahydropyrrolo[1,2-c]pyrimidin-6-yl}cyclopropanesulfonamide